N-(5-(2-hydroxypropan-2-yl)-4'-((4-isopropoxy-6-(methylsulfonyl)pyridin-2-yl)amino)-[2,3'-bipyridin]-6'-yl)acetamide OC(C)(C)C=1C=CC(=NC1)C=1C=NC(=CC1NC1=NC(=CC(=C1)OC(C)C)S(=O)(=O)C)NC(C)=O